O=C1OC(C2=CC(=CC=C12)C(=O)OC=1C=C2C(OC(C2=CC1)=O)=O)=O 1,3-dioxo-1,3-dihydroisobenzofuran-5-yl 1,3-dioxo-1,3-dihydroisobenzofuran-5-carboxylate